benzyl N-[1-[5-(2,6-dibenzyloxy-3-pyridyl)-2-pyridyl]-4-piperidyl]carbamate C(C1=CC=CC=C1)OC1=NC(=CC=C1C=1C=CC(=NC1)N1CCC(CC1)NC(OCC1=CC=CC=C1)=O)OCC1=CC=CC=C1